Trilaurylphosphit C(CCCCCCCCCCC)OP(OCCCCCCCCCCCC)OCCCCCCCCCCCC